2,6-dimethyl-4-cumylphenol CC1=C(C(=CC(=C1)C(C)(C)C1=CC=CC=C1)C)O